[Ti].CC(C(CC)=O)=O.CC(C(CC)=O)=O bis(pentanedione) titanium